O=C(CCCCC[C@@H](C=1NC(=CN1)C=1C=C2[C@H]3CC[C@@H](C2=CC1)C3)NC(OC(C)(C)C)=O)CC tert-butyl ((S)-7-oxo-1-(5-((1R,4S)-1,2,3,4-tetrahydro-1,4-methanonaphthalen-6-yl)-1H-imidazol-2-yl)nonyl)carbamate